S1(=O)OOOO1 monoperoxy sulfite